C(C)(C)(C)OC(N[C@@H]1C2=CC(=CC=C2CC12CCN(CC2)C2=NC(=C(C(=N2)C#N)C2=C(C(=CC=C2)Cl)Cl)C)OC)=O (S)-(1'-(5-(2,3-dichlorophenyl)-4-cyano-6-methylpyrimidin-2-yl)-5-methoxy-1,3-dihydrospiro[indene-2,4'-piperidine]-3-yl)carbamic acid tert-butyl ester